Racemic-N-(1-(6,7-difluoro-1-oxo-1,2-dihydroisoquinolin-4-yl)ethyl)-N-methyl-1H-benzo[d]imidazole-2-carboxamide FC=1C=C2C(=CNC(C2=CC1F)=O)[C@@H](C)N(C(=O)C1=NC2=C(N1)C=CC=C2)C |r|